FC(S(=O)(=O)OC1=C(CCC1)C(=O)OCC)(F)F ethyl 2-(((trifluoromethyl)sulfonyl)oxy)cyclopent-1-ene-1-carboxylate